COC=1C=C2C(=NC=NC2=CC1OC)NC1=CC=C(C=C1)NC(=O)NC1=C(C=CC=C1)F 1-(4-((6,7-dimethoxyquinazolin-4-yl)amino)phenyl)-3-(2-fluorophenyl)urea